FC(C)(F)C=1C=C(OC2=C(C(=NN2C)C(F)(F)F)C(=O)N[C@@H](C)C2=CC=C(C(=O)OC)C=C2)C=CC1 methyl (S)-4-(1-(5-(3-(1,1-difluoroethyl)phenoxy)-1-methyl-3-(trifluoromethyl)-1H-pyrazole-4-carboxamido)ethyl)benzoate